2-amino-2-(hydroxymethyl)propane-1,3-diol 3-(5-chloro-6-isobutoxy-2-oxobenzo[d]oxazol-3(2H)-yl)propanoate ClC=1C(=CC2=C(N(C(O2)=O)C(C(=O)OCC(CO)(CO)N)C)C1)OCC(C)C